O1CCOC2=NC=C(C=C21)/C=C/C(=O)N2C(C=CCC2)=O (E)-1-(3-(2,3-dihydro-[1,4]dioxino[2,3-b]pyridin-7-yl)acryloyl)-5,6-dihydropyridin-2(1H)-one